3-(6-(((1S,3S)-3-((3-(4-Methoxybenzyl)-3H-imidazo[4,5-b]pyridin-2-yl)amino)cyclopentyl)amino)pyridin-3-yl)imidazolidine-2,4-dione COC1=CC=C(CN2C(=NC=3C2=NC=CC3)N[C@@H]3C[C@H](CC3)NC3=CC=C(C=N3)N3C(NCC3=O)=O)C=C1